1-[10-(3,4-difluorophenyl)-11-isopropyl-2,4,5,10-tetrazatricyclo[7.3.0.03,7]dodeca-1,3(7),5,8,11-pentaen-4-yl]-2,2-dimethyl-propan-1-one FC=1C=C(C=CC1F)N1C2=CC=3C=NN(C3N=C2C=C1C(C)C)C(C(C)(C)C)=O